BrCC1=NN(C(C1)(O)C(Cl)(Cl)Cl)C1=NC=CC=C1Cl 3-(bromomethyl)-1-(3-chloropyridin-2-yl)-5-(trichloromethyl)-4,5-dihydro-1H-pyrazol-5-ol